C(C)(=O)N1C(CC(C1)O)C(=O)NC(C1=CC=C(C=C1)C(C)C)C1=CC=CC=C1 1-acetyl-4-hydroxy-N-{phenyl-[4-(prop-2-yl)phenyl]methyl}pyrrolidine-2-carboxamide